4-methoxyphenethyl-ammonium iodide [I-].COC1=CC=C(CC[NH3+])C=C1